P(=O)(OCCCCC1CCCCCCCCCCC1)(OCC[N+](C)(C)C)[O-] 4-cyclododecylbutyl (2-(trimethylammonio)ethyl) phosphate